FC1=C2C=CN(C2=C(C=C1)C(=O)NC1CC2(CCC2)C1)CC1=CC=C(C=C1)C1=CC(=C(C=C1)OC)F (Ra)-6-(4-Fluoro-1-((3'-fluoro-4'-methoxy-[1,1'-biphenyl]-4-yl)methyl)-1H-indol-7-carboxamido)spiro[3.3]heptan